CN(CCN(C1=C(C=C(C(=C1)OC)NC1=NC=C(C(=N1)NC1=C(C=CC=C1)NS(=O)(=O)C)C)NC(C=C)=O)C)C N-(2-((2-(dimethylamino)ethyl)(methyl)amino)-4-methoxy-5-((5-methyl-4-((2-(methylsulfonamido)phenyl)amino)pyrimidin-2-yl)amino)phenyl)acrylamide